C(C)N1C(=CC=C1)C(CCC=1OC=CC1)=O 1-(N-ethyl-pyrrol-2-yl)-3-(furan-2-yl)propan-1-one